FC=1C=C2C=C(N(C2=CC1F)C)C(=O)N1C[C@H](N(CC1)C(CN1[C@H](CN[C@@H](C1)C)COCCOCCOCCOCCO)=O)C 1-((R)-4-(5,6-difluoro-1-methyl-1H-indole-2-carbonyl)-2-methylpiperazin-1-yl)-2-((2R,5R)-2-(13-hydroxy-2,5,8,11-tetraoxatridecyl)-5-methylpiperazin-1-yl)ethan-1-one